ClC=1C(=CC(=NC1)NC(=O)NC[C@@H]1CN(CC1)C(C(C)C)=O)C1=C2N(N=C1)CC(C2)(C)C (R)-1-(5-chloro-4-(5,5-dimethyl-5,6-dihydro-4H-pyrrolo[1,2-b]pyrazol-3-yl)pyridin-2-yl)-3-((1-isobutyrylpyrrolidin-3-yl)methyl)urea